C(CCC)C=1C(=C(C(=O)O)C=CC1)CCCC.CC(CC(CC(C)O)O)C 6-methyl-2,4-heptanediol di-n-butyl-benzoate